C(C)OC(=O)CCCCCCCC(C(C(CCCCCCCC(=O)OCC)C(=O)OCC)=O)C(=O)OCC 9-oxoheptadecane-1,8,10,17-tetracarboxylic acid tetraethyl ester